C(CCCCCCC\C=C/C\C=C/C\C=C/CC)(=O)OCC(COC(NC1CN(C1)CCCF)=O)COC(CCCCCCC\C=C/C\C=C/CCCCC)=O 3-(((1-(3-fluoropropyl)azetidin-3-yl)carbamoyl)oxy)-2-((((9Z,12Z)-octadeca-9,12-dienoyl)oxy)methyl)propyl (9Z,12Z,15Z)-octadeca-9,12,15-trienoate